5-[[(1S)-1-[4-(4-methyl-1,3-thiazol-5-yl)phenyl]ethyl]carbamoyl]pyrrolidin-3-yl acetate C(C)(=O)OC1CNC(C1)C(N[C@@H](C)C1=CC=C(C=C1)C1=C(N=CS1)C)=O